(R)-1-(3-((6-((1-cyclopropyl-1H-pyrazol-4-yl)amino)-3-(methylthio)-1H-pyrazolo[3,4-d]pyrimidin-4-yl)amino)piperidin-1-yl)prop-2-en-1-one C1(CC1)N1N=CC(=C1)NC1=NC(=C2C(=N1)NN=C2SC)N[C@H]2CN(CCC2)C(C=C)=O